phenyl-((isobutyl-d9)phenyl)pyridine C1(=CC=CC=C1)C=1C(=NC=CC1)C1=C(C=CC=C1)C(C(C([2H])([2H])[2H])(C([2H])([2H])[2H])[2H])([2H])[2H]